C1(CC1)C(C(C)(C)O)C1NC(C2=C(C=CC=C12)C1(NC=CC=C1)C#N)=O 2-[(1-cyclopropyl-2-hydroxy-2-methyl-propyl)-3-oxo-isoindolin-4-yl]pyridine-2-carbonitrile